3-(3-chloro-2-methoxyanilino)-2-(3-{[(2R)-1,4-dioxan-2-yl]methoxy}pyridin-4-yl)-1,5,6,7-tetrahydro-4H-pyrrolo[3,2-c]pyridin-4-one ClC=1C(=C(NC2=C(NC3=C2C(NCC3)=O)C3=C(C=NC=C3)OC[C@@H]3OCCOC3)C=CC1)OC